CNC12CC(C1)C2 N-methylbicyclo[1.1.1]Pentane-1-amine